(S)-tert-butyl (1-((5-(5,7-difluoroquinolin-4-yl)-3-(trifluoromethyl)pyridin-2-yl)oxy)-2,4-dimethylpentan-2-yl)carbamate FC1=C2C(=CC=NC2=CC(=C1)F)C=1C=C(C(=NC1)OC[C@@](CC(C)C)(C)NC(OC(C)(C)C)=O)C(F)(F)F